CN(C1C[C@H]2CC[C@@H](C1)N2C(=O)OC(C)(C)C)C=2N=NC(=CC2)C2=C1C=NN(C1=C(C=C2)N2N=CC=C2)COCC[Si](C)(C)C tert-butyl (1R,5S)-3-[methyl-[6-[7-pyrazol-1-yl-1-(2-trimethylsilylethoxymethyl)indazol-4-yl]pyridazin-3-yl]amino]-8-azabicyclo[3.2.1]-octane-8-carboxylate